NC=1C=C(C(=O)NC=2C=C(C(=O)NC3=CC=C(C=4C=C(C=C(C34)S(=O)(=O)[O-])S(=O)(=O)[O-])S(=O)(=O)O)C=CC2C)C=CC1.[Na+].C(CCCCCCCCCCCC)[N+](CC1=CC=CC=C1)(CC)CC N-tridecyl-N,N-diethyl-N-benzyl-ammonium sodium 8-(3-(3-aminobenzamido)-4-methylbenzamido)naphthalene-1,3,5-trisulfonate